2-Amino-5-bromo-3-methoxybenzoic Acid Hydrobromide Br.NC1=C(C(=O)O)C=C(C=C1OC)Br